CC=1C=C(C=C(C1)C)CCC=O 3,5-DIMETHYL-BENZENEPROPANAL